C(C(C)C)(=O)NC=1NC(C=2N=CN([C@H]3C[C@H](O)[C@@H](CO)O3)C2N1)=O deoxy-N-isobutyryl-guanosine